C[C@H]1N(CCOC1)C1=CC(=NC(=N1)C1=C2C(=NC=C1)NC=C2)C2S(CCCC2)(=O)=O 2-{6-[(3R)-3-Methyl-morpholin-4-yl]-2-{1H-pyrrolo[2,3-b]pyridin-4-yl}pyrimidin-4-yl}-1λ6-thiane-1,1-dione